3-(2-bromo-4-methylphenyl)-7,9-di-tert-butyl-4-phenyl-1-oxa-2-azaspiro[4.5]deca-2,6,9-trien-8-one BrC1=C(C=CC(=C1)C)C1=NOC2(C1C1=CC=CC=C1)C=C(C(C(=C2)C(C)(C)C)=O)C(C)(C)C